(2S)-2-((1-(2-(bis(4-methoxybenzyl)amino)-5-chloropyridin-3-yl)ethyl)amino)propan-1-ol COC1=CC=C(CN(C2=NC=C(C=C2C(C)N[C@H](CO)C)Cl)CC2=CC=C(C=C2)OC)C=C1